(2R)-1-[(4aR,8aS)-3,4,4a,5,6,7,8,8a-octahydro-2H-quinolin-1-yl]-3-[benzyl(methyl)amino]-2-[[4-(cyclopropoxy)phenyl]methylamino]propan-1-one N1(CCC[C@H]2CCCC[C@H]12)C([C@@H](CN(C)CC1=CC=CC=C1)NCC1=CC=C(C=C1)OC1CC1)=O